FC=1C=NC(=NC1)[C@@H]1[C@H](CC1)C=1NC(C2=C(N1)N(N=C2C#N)[C@@H](C)C2CCOCC2)=O 6-((1S,2S)-2-(5-fluoropyrimidin-2-yl)cyclobutyl)-4-oxo-1-((S)-1-(tetrahydro-2H-pyran-4-yl)ethyl)-4,5-dihydro-1H-pyrazolo[3,4-d]pyrimidine-3-carbonitrile